C1(CC1)OC1=C(C=NC=C1)N(C1CCN(CC1)C1=CC=NN1C)C1=CC=C(C=C1)OC(F)F 4-Cyclopropoxy-N-(4-(difluoromethoxy)phenyl)-N-(1-(1-methyl-1H-pyrazol-5-yl)piperidin-4-yl)pyridin-3-amine